tert-butyl 2-acetyl-4-(trifluoromethyl)-1H-imidazole-1-carboxylate C(C)(=O)C=1N(C=C(N1)C(F)(F)F)C(=O)OC(C)(C)C